4-(methylsulfanyl)pyrido[4,3-d]pyrimidine CSC=1C2=C(N=CN1)C=CN=C2